(R)-N4-hydroxy-N1-[(S)-2-(1H-indol-3-yl)1-methylcarbamoyl-ethyl]-2-isobutyl-succinamide ONC(C[C@H](C(=O)N[C@@H](CC1=CNC2=CC=CC=C12)C(NC)=O)CC(C)C)=O